tert-butyl-(2R,4R)-4-((6-((1-(tert-butyl)-5-methyl-1H-pyrazol-3-yl) amino)-4,5-dichloro-3-fluoropyridin-2-yl) methyl)-1-(3-chloro-2-fluorobenzyl)-2-methylpiperidine-4-carboxylate C(C)(C)(C)OC(=O)[C@]1(C[C@H](N(CC1)CC1=C(C(=CC=C1)Cl)F)C)CC1=NC(=C(C(=C1F)Cl)Cl)NC1=NN(C(=C1)C)C(C)(C)C